2-((2r,5s)-4-(6-cyano-1-methyl-2-oxo-1,2-dihydro-1,5-naphthyridin-4-yl)-2,5-dimethylpiperazin-1-yl)-N-(2,2-difluoroethyl)-2-(4-fluorophenyl)acetamide C(#N)C=1N=C2C(=CC(N(C2=CC1)C)=O)N1C[C@H](N(C[C@@H]1C)C(C(=O)NCC(F)F)C1=CC=C(C=C1)F)C